N1=CC=C(C=C1)CN1CCCCC1 1-(pyridin-4-ylmethyl)piperidin